tert-butyl N-[3-[4-[(2,6-dibenzyloxy-3-pyridyl)amino]phenyl]-2,2-difluoro-propyl]-N-methyl-carbamate C(C1=CC=CC=C1)OC1=NC(=CC=C1NC1=CC=C(C=C1)CC(CN(C(OC(C)(C)C)=O)C)(F)F)OCC1=CC=CC=C1